C12CN(CC(CC1)N2)C2=NC(=C(C=1CN(CCC21)C2=CC(=CC1=CC=CC(=C21)Br)O)C#N)OC[C@H]2N(CCC2)C 1-(3,8-diazabicyclo[3.2.1]oct-3-yl)-6-(8-bromo-3-hydroxynaphthalen-1-yl)-3-(((S)-1-methylpyrrolidin-2-yl)methoxy)-5,6,7,8-tetrahydro-2,6-naphthyridine-4-carbonitrile